2,3,6-trimethoxybenzene COC1=CC(=CC=C1OC)OC